(Z)-7-(2,4-dioxo-5-(pyridin-3-ylmethylene)thiazolidin-3-yl)-N-hydroxyheptanamide O=C1S\C(\C(N1CCCCCCC(=O)NO)=O)=C/C=1C=NC=CC1